CC1(C2CCC1CC2)C 7,7-dimethyl-bicyclo[2.2.1]heptane